COC(=O)C=1C=C2C[C@]3(C(N(CC3)CC=3C=NC=CC3)=O)CC2=CC1.ClC1=CC=C(CSC2=NN=C(S2)NC(C2=C(C=CC=C2)C(F)(F)F)=O)C=C1 N-(5-((4-chlorobenzyl)thio)-1,3,4-thiadiazol-2-yl)-2-(trifluoromethyl)benzamide Methyl-(R)-2'-oxo-1'-(pyridin-3-ylmethyl)-1,3-dihydrospiro[indene-2,3'-pyrrolidine]-5-carboxylate